F[C@H]1C[C@H](N2N=C(N=C21)N2N=CN=C2)C2=CC=CC=C2 (5s,7s)-7-fluoro-5-phenyl-2-(1,2,4-triazol-1-yl)-6,7-dihydro-5H-pyrrolo[1,2-b][1,2,4]triazole